FC1(CC(C1)OC1=CC=C2CCN(CC2=C1)C(C=C)=O)F 1-(7-(3,3-difluorocyclobutoxy)-3,4-dihydroisoquinolin-2(1H)-yl)prop-2-en-1-one